3-oxo-cyclohexyl 2,4,6-tri-O-acetyl-3-deoxy-3-[4-(3,4,5-trifluorophenyl)-1H-1,2,3-triazol-1-yl]-1-thio-α-D-galactopyranoside C(C)(=O)O[C@H]1[C@@H](SC2CC(CCC2)=O)O[C@@H]([C@@H]([C@@H]1N1N=NC(=C1)C1=CC(=C(C(=C1)F)F)F)OC(C)=O)COC(C)=O